C(C)(C)(C)OC(=O)N1CC(CC1)OC1=CC2=C(N=CN2C2=NC(=C(C=C2)C(C)=O)N2N=C(C=C2C)C#N)C=C1Br 3-[3-[5-acetyl-6-(3-cyano-5-methyl-pyrazol-1-yl)-2-pyridyl]-6-bromo-benzimidazol-5-yl]oxypyrrolidine-1-carboxylic acid tert-butyl ester